4-methyl-piperidine-3,4-diol CC1(C(CNCC1)O)O